FC1=CC=C(C=C1)[C@@H]1COCC(N1C(=O)NCCCCC)(C)C (5R)-5-(4-Fluorophenyl)-3,3-dimethyl-N-pentylmorpholine-4-carboxamide